1-(4-(1H-pyrazol-4-yl)phenyl)-N-(naphthalene-2-yl)piperidine-4-carboxamide N1N=CC(=C1)C1=CC=C(C=C1)N1CCC(CC1)C(=O)NC1=CC2=CC=CC=C2C=C1